N-(6-((5-bromo-2-((2-methoxy-5-methyl-4-(4-(1-methylpiperidin-4-yl)piperazin-1-yl)phenyl)amino)pyrimidin-4-yl)amino)quinoxalin-5-yl)methanesulfonamide BrC=1C(=NC(=NC1)NC1=C(C=C(C(=C1)C)N1CCN(CC1)C1CCN(CC1)C)OC)NC=1C(=C2N=CC=NC2=CC1)NS(=O)(=O)C